(2S,4R)-1-((benzyloxy)carbonyl)-4-ethoxypyrrolidine-2-carboxylic acid dicyclohexylamine salt C1(CCCCC1)NC1CCCCC1.C(C1=CC=CC=C1)OC(=O)N1[C@@H](C[C@H](C1)OCC)C(=O)O